C1(CC1)OCC1=NC(=C(C(N1C1=C(C=CC=C1OC)OC)=O)CC1=CC=C(C=C1)N1C(C=CC=C1)=O)O 2-(cyclopropoxymethyl)-3-(2,6-dimethoxyphenyl)-6-hydroxy-5-{[4-(2-oxo-1,2-dihydropyridin-1-yl)phenyl]methyl}-3,4-dihydropyrimidin-4-one